N-isopropyl-7-methyl-5-(4-(trifluoromethyl)phenyl)-2-naphthacenecarboxamide C(C)(C)NC(=O)C1=CC2=CC3=CC4=CC=CC(=C4C=C3C(=C2C=C1)C1=CC=C(C=C1)C(F)(F)F)C